OC1=C2C3C(C(OC2=CC(=C1)CCCCC([2H])([2H])[2H])(C)C)CCC(=C3)C(=O)O 1-Hydroxy-6,6-dimethyl-3-(5,5,5-trideuteriopentyl)-6a,7,8,10a-tetrahydrobenzo[c]chromene-9-carboxylic acid